COC1=CC=C(N[C@@H]2CC[C@H](CC2)NC(OC(C)(C)C)=O)C=C1 trans-tert-Butyl N-[4-(4-methoxyanilino)cyclohexyl]carbamate